ClC1=CC(=C(COC2=NC(=NC=C2F)C2CCN(CC2)CC2=NC=C(C=C2CC2(CC2)C#N)C2=NN=C(N2)C(F)(F)F)C=C1)F ((2-((4-(4-((4-chloro-2-fluorobenzyl)oxy)-5-fluoropyrimidin-2-yl)piperidin-1-yl)methyl)-5-(5-(trifluoromethyl)-4H-1,2,4-triazol-3-yl)pyridin-3-yl)methyl)cyclopropane-1-carbonitrile